CNC1=NC=CC=C1C1=CNC2=NC(=CC=C21)NC(=O)C2CC2 N-[3-[2-(methylamino)pyridin-3-yl]-1H-pyrrolo[2,3-b]pyridin-6-yl]cyclopropanecarboxamide